C[C@H]1N(C[C@H](N(C1)C1=NC=C(N=C1)C(F)(F)F)C)C(=O)OC1CC2(CN(C2)CC2=CC=CC=C2)C1 2-benzyl-2-azaspiro[3.3]heptan-6-yl (2R,5R)-2,5-dimethyl-4-[5-(trifluoromethyl)pyrazin-2-yl]piperazine-1-carboxylate